9,9',9'',9'''-(4-(2,6-dimethylpyridin-3-yl)-6-(2,6-diphenylpyrimidin-4-yl)benzene-1,2,3,5-tetrayl)tetrakis(3,6-dimethyl-9H-carbazole) CC1=NC(=CC=C1C1=C(C(=C(C(=C1N1C2=CC=C(C=C2C=2C=C(C=CC12)C)C)C1=NC(=NC(=C1)C1=CC=CC=C1)C1=CC=CC=C1)N1C2=CC=C(C=C2C=2C=C(C=CC12)C)C)N1C2=CC=C(C=C2C=2C=C(C=CC12)C)C)N1C2=CC=C(C=C2C=2C=C(C=CC12)C)C)C